4-fluoro-3-(2,2,2-trifluoroethoxy)benzene FC1=C(C=CC=C1)OCC(F)(F)F